C(#N)C1=CC=C(C(=C1N1CCN(CC1)C(=O)OC(C)(C)C)F)C=C(C)C tert-butyl 4-(6-cyano-2-fluoro-3-(2-methylprop-1-en-1-yl)phenyl)piperazine-1-carboxylate